CC1=C(C=C(C=C1)NC(=O)C1C2NCC1CC2)C2=NC=CC=C2 N-[4-methyl-3-(2-pyridinyl)phenyl]-2-azabicyclo[2.2.1]heptane-7-carboxamide